C1(OCC(CO1)(C)C)=O 2,2-dimethyltrimethylene carbonate